4-(4-methyl-1-piperazinyl)butanoic acid CN1CCN(CC1)CCCC(=O)O